C1(=CC=C(C=C1)C=1N=C2N(C=C(C=C2)C(=O)O)C1NC1=CC=C(C=C1)C(=O)O)C1=CC=CC=C1 2-([1,1'-Biphenyl]-4-yl)-3-((4-carboxyphenyl)amino)imidazo[1,2-a]pyridine-6-carboxylic acid